C(C)(=O)O.FC(CCCN)(C)C 4-fluoro-4-methyl-pentan-1-amine acetic acid salt